C[C@@H]1C[C@H](NC1)CO ((2S,4r)-4-methylpyrrolidin-2-yl)methanol